methyl (E)-3-(3-(3,5-bis(trifluoromethyl)phenyl)-5-methyl-1H-1,2,4-triazole-1-yl)-2-(pyrimidin-5-yl)acrylate FC(C=1C=C(C=C(C1)C(F)(F)F)C1=NN(C(=N1)C)/C=C(/C(=O)OC)\C=1C=NC=NC1)(F)F